6-(2,6-dichlorophenyl)-8-methyl-2-(4,5,6,7-tetrahydrothieno[3,2-c]pyridin-2-ylamino)pyrido[2,3-d]pyrimidin-5(8H)-one ClC1=C(C(=CC=C1)Cl)C=1C(C2=C(N=C(N=C2)NC2=CC=3CNCCC3S2)N(C1)C)=O